(5S,6R)-5-((R)-5H-imidazo[5,1-a]isoindol-5-yl)-2-oxaspiro[3.3]heptan-6-ol C=1N=CN2C1C1=CC=CC=C1[C@H]2[C@@H]2C1(COC1)C[C@H]2O